3-fluoro-3-formyl-carbomethoxy-5-methyl-tetrahydrofuran FC1(C(OC(C1)C)C(=O)OC)C=O